butane-1,2,3,4-tetracarboxylate C(C(C(CC(=O)[O-])C(=O)[O-])C(=O)[O-])C(=O)[O-]